5-(p-nitrophenyl)furfural [N+](=O)([O-])C1=CC=C(C=C1)C1=CC=C(C=O)O1